1-(4,6-dibenzyloxy-1,3,5-triazin-2-yl)quinuclidinium tetrafluoroborate F[B-](F)(F)F.C(C1=CC=CC=C1)OC1=NC(=NC(=N1)OCC1=CC=CC=C1)[N+]12CCC(CC1)CC2